C(#N)N1CCC(CC1)N1N=NC(=C1C)C1=CC=2N(C(=C1)O[C@H](C)C1=C(C=CC=C1)F)C(=CN2)C#N 7-[1-(1-Cyano-4-piperidyl)-5-methyl-triazol-4-yl]-5-[(1R)-1-(2-fluorophenyl)ethoxy]imidazo[1,2-a]pyridine-3-carbonitrile